5-chloro-4-methyl-2-(8-((3aR,7aS)-6-methyloctahydro-1H-pyrrolo[2,3-c]pyridin-1-yl)imidazo[1,2-d][1,2,4]triazin-5-yl)phenol ClC=1C(=CC(=C(C1)O)C1=NN=C(C=2N1C=CN2)N2CC[C@@H]1[C@H]2CN(CC1)C)C